ClC(C(=O)O)C(C)O 2-CHLORO-3-HYDROXYBUTANOIC ACID